2,6-di-tert-butyl-4-(3,4,5-trimethoxybenzylidene)cyclohexa-2,5-dien-1-one C(C)(C)(C)C=1C(C(=CC(C1)=CC1=CC(=C(C(=C1)OC)OC)OC)C(C)(C)C)=O